3-(trifluoromethoxy)phenylmagnesium bromide FC(OC=1C=C(C=CC1)[Mg]Br)(F)F